dibutyl-cyclopentyl-phosphorus oxide C(CCC)P(C1CCCC1)(CCCC)=O